BrC1=CC(=C(C(=C1)[N+](=O)[O-])NC1(N(CCC1)CC1=CN=CC(=C1)NC)C(=O)NC1=NC(=NC=C1)Cl)C(=O)N1C[C@H](O[C@H](C1)C)C (4-bromo-2-((2R,6S)-2,6-dimethylmorpholine-4-carbonyl)-6-nitrophenyl)amino-N-(2-chloropyrimidin-4-yl)-1-(5-(methylamino)nicotinyl)pyrrolidine-2-carboxamide